(1S,2S,5R)-1-(3-boronopropyl)-6-thia-3-azabicyclo[3.2.0]heptane-2-carboxylic acid hydrochloride Cl.B(O)(O)CCC[C@]12[C@H](NC[C@@H]2SC1)C(=O)O